C(C1=CC=CC=C1)OC=1C(=NC(=CC1)C(F)(F)F)Br 3-(Benzyloxy)-2-bromo-6-(trifluoromethyl)pyridine